5-chloro-1'-{2-[(7-oxo-5,6,7,8-tetrahydro-1,8-naphthyridin-3-yl)oxy]ethyl}-1,2-dihydrospiro[indole-3,4'-piperidin]-2-one ClC=1C=C2C(=CC1)NC(C21CCN(CC1)CCOC=1C=NC=2NC(CCC2C1)=O)=O